C(C)(C)C=1C=C(C=CC1OC1=CC=NC=2NCC(NC21)=O)N2C(N(CC2=O)C=2C=NC=C(C2)C(F)(F)F)=O 3-{3-isopropyl-4-[(2-oxo-1,2,3,4-tetrahydropyrido[2,3-b]pyrazin-8-yl)oxy]phenyl}-1-[5-(trifluoromethyl)-3-pyridinyl]-2,4-imidazolidinedione